C(C)(C)(C)OC(=O)N1[C@@H]([C@H]2CNC[C@H]2C1)C.N1=CC=C(C=C1)N1NN(CC(=C1)C1=CC=NC=C1)C1=CC=NC=C1 1,3,5-tris(4-pyridyl)triazine tert-butyl-(1R,3aS,6aR)-1-methylhexahydropyrrolo[3,4-c]pyrrole-2(1H)-carboxylate